C1NCC12CN(CC2)C2=CN=CC(=N2)C=2OC(=NN2)C(F)(F)F 2-(6-(2,6-diazaspiro[3.4]octan-6-yl)pyrazin-2-yl)-5-(trifluoromethyl)-1,3,4-oxadiazole